(S)-2-(benzyloxy)-1-propylamine C(C1=CC=CC=C1)O[C@H](CN)C